BrC1=CC2=CN(N=C2C=C1)C(C)N(C)C (5-bromo-2H-indazol-2-yl)-N,N-dimethylethan-1-amine